7-(6-(azetidin-1-ylmethyl)tetrahydro-2H-pyran-3-yl)-5-(2-fluoro-4-phenoxyphenyl)imidazo[5,1-f][1,2,4]triazin-4-amine N1(CCC1)CC1CCC(CO1)C1=NC(=C2C(=NC=NN21)N)C2=C(C=C(C=C2)OC2=CC=CC=C2)F